(R)-6-((4-((1-(3-(difluoro(piperidin-4-yl)methyl)phenyl)ethyl)amino)-6-morpholinophthalazin-1-yl)oxy)hexyl ethanesulfonate C(C)S(=O)(=O)OCCCCCCOC1=NN=C(C2=CC(=CC=C12)N1CCOCC1)N[C@H](C)C1=CC(=CC=C1)C(C1CCNCC1)(F)F